(difluoromethoxy)-1-((2-fluoropyridin-4-yl)methyl)-1H-pyrrole-2-carboxamide FC(OC1=C(N(C=C1)CC1=CC(=NC=C1)F)C(=O)N)F